C(CC(C)C)(=O)C=1NC2=CC=CC=C2C1 isovaleryl-indole